O1CCN(CC1)CCCCCN 5-morpholinopentan-1-amine